1-methyl-2-methylsulfanyl-1H-imidazo[4,5-d]thieno[3,2-b]pyridine CN1C(=NC=2C1=C1C(=NC2)C=CS1)SC